[Cl-].[NH+]1=CC=CC=C1.[Si](C)(C)(C(C)(C)C)OCCC(C=O)CCO[Si](C)(C)C(C)(C)C 4-[(tert-butyldimethylsilyl)oxy]-2-[2-[(tert-butyldimethylsilyl)oxy]ethyl]butanal Pyridinium Chloride